C(C1=CC=CC=C1)N(C[C@H](O)C=1C(=C2COC(C2=CC1)=O)C)CCO (R)-5-(2-(benzyl(2-hydroxyethyl)amino)-1-hydroxyethyl)-4-methylisobenzofuran-1(3H)-one